1-bromo-5-chloro-2-methoxy-3-(trifluoromethyl)benzene BrC1=C(C(=CC(=C1)Cl)C(F)(F)F)OC